C(CC)S(=O)(=O)N1CC(CC1)N1C=NC=2C1=C1C(=NC2)NC=C1 1-(1-(Propylsulfonyl)pyrrolidin-3-yl)-1,6-dihydroimidazo[4,5-d]pyrrolo[2,3-b]pyridine